(S)-2-amino-4-(1H-tetrazole-5-yl)butanoic acid N[C@H](C(=O)O)CCC1=NN=NN1